ethyl 1-[3-[3,5-dimethyl-1-(2,2,2-trifluoroethyl)pyrazol-4-yl]pyrazolo[1,5-a]pyridin-5-yl]pyrazole-4-carboxylate CC1=NN(C(=C1C=1C=NN2C1C=C(C=C2)N2N=CC(=C2)C(=O)OCC)C)CC(F)(F)F